COC1=CC=C(C=C1)N(C2=CC=C(C=C2)OC)C3=CC4=C(C=C3)N(C5=C4C=C(C=C5)N(C6=CC=C(C=C6)OC)C7=CC=C(C=C7)OC)CC8=CC=CC=C8CN9C1=C(C=C(C=C1)N(C1=CC=C(C=C1)OC)C1=CC=C(C=C1)OC)C1=C9C=CC(=C1)N(C1=CC=C(C=C1)OC)C1=CC=C(C=C1)OC 9,9'-[1,2-phenylenebis(methylene)]Bis[N3,N3,N6,N6-tetrakis(4-methoxyphenyl)-9H-carbazole-3,6-diamine]